BrC1=C(C=C(C=C1)F)C(F)F 1-Bromo-2-(difluoromethyl)-4-fluorobenzene